FC1=C(C=C(C=C1)NC(=O)C=1N(C=C2C1OCC1C(NS2(=O)=O)CN(C1)C(C1=CN=CC=C1)=O)C)C N-(4-fluoro-3-methylphenyl)-7-methyl-2-nicotinoyl-2,3,3a,4,10,10a-hexahydro-1H,7H-dipyrrolo[3,4-b:3',4'-f][1,4,5]oxathiazocine-8-carboxamide 5,5-dioxide